3,5-dihydroxy-4'-nitro-trans-stilbene OC=1C=C(C=C(C1)O)\C=C\C1=CC=C(C=C1)[N+](=O)[O-]